FC1=C(C=CC(=C1F)OC1=NC=CC=C1C1=NC(=NC=C1)N[C@@H]1CNCCC1)NS(=O)(=O)C=1C=NN(C1)C (S)-N-(2,3-difluoro-4-((3-(2-(piperidin-3-ylamino)pyrimidin-4-yl)pyridin-2-yl)oxy)phenyl)-1-methyl-1H-pyrazole-4-sulfonamide